C1(CCCC1)N1C(C(CC2=C1N=C(N=C2)NC2=CC=C(C=C2)S(=O)(=O)N)(C)C)=O 4-((8-cyclopentyl-6,6-dimethyl-7-oxo-5,6,7,8-tetrahydropyrido[2,3-d]pyrimidin-2-yl)amino)benzenesulfonamide